N-[3-(6-chloro-1,3-benzoxazol-2-yl)-1-bicyclo[1.1.1]pentanyl]-5-(methylsulfonimidoyl)furan-2-carboxamide ClC1=CC2=C(N=C(O2)C23CC(C2)(C3)NC(=O)C=3OC(=CC3)S(=O)(=N)C)C=C1